C(#N)C1=CC(=C(OC=2C3=C(N=C(N2)NC2=CC=C(C=C2)C#N)CCN(C3)C([C@@H](C(C)C)NC(OC(C)(C)C)=O)=O)C(=C1)C)C (R)-Tert-butyl (1-(4-(4-cyano-2,6-dimethylphenoxy)-2-((4-cyanophenyl)amino)-7,8-dihydropyrido[4,3-d]pyrimidine-6(5H)-yl)-3-methyl-1-oxobutane-2-yl)carbamate